Cl.NC1C(N(C=2N(CC1)N=C(C2)CCN2CC(C2)F)C)=O 6-amino-2-[2-(3-fluoroazetidin-1-yl)ethyl]-4-methyl-7,8-dihydro-6H-pyrazolo[1,5-a][1,3]diazepin-5-one hydrochloride